COC=1C=CC2=C(SC(=C2)C(C(=C)C2=CC=C(C=C2)OC(F)(F)F)=O)C1 1-(6-methoxybenzo[b]thiophen-2-yl)-2-(4-(trifluoromethoxy)phenyl)prop-2-en-1-one